6'-bromo-4'-chloro-4-(methylamino)spiro[cyclohexane-1,1'-isoindole]-3',7'(2'H,7a'H)-dione BrC1=CC(=C2C(NC3(C2C1=O)CCC(CC3)NC)=O)Cl